(R)-N-((R)-1-(5-(8-(but-3-en-1-yloxy)imidazo[1,2-a]pyrazin-6-yl)-6-methylpyridin-3-yl)ethyl)-N-ethyl-2-methylpropane-2-sulfinamide C(CC=C)OC=1C=2N(C=C(N1)C=1C=C(C=NC1C)[C@@H](C)N([S@](=O)C(C)(C)C)CC)C=CN2